C1(=CC=CC=C1)OC(=O)[C@H]1[C@@H](CC=CC1)C(=O)OC1=CC=CC=C1 trans-4-cyclohexene-1,2-dicarboxylic acid diphenyl ester